2-(2-((3r,4r)-3-amino-4-fluoropiperidin-1-yl)-6-fluoro-1H-benzo[d]imidazol-1-yl)-N-((S)-1-cyanoprop-2-yl)acetamide N[C@@H]1CN(CC[C@H]1F)C1=NC2=C(N1CC(=O)N[C@H](CC#N)C)C=C(C=C2)F